tert-butyl 4-(5-amino-3-(4-phenoxyphenyl) imidazo[1,5-c]pyrimidin-1-yl)-3,6-dihydropyridin-1(2H)-carboxylate NC1=NC=CC=2N1C(=NC2C=2CCN(CC2)C(=O)OC(C)(C)C)C2=CC=C(C=C2)OC2=CC=CC=C2